CC(CCCC)C1=C(C=C(C=C1)C)O 2-(1-methylpentyl)-5-methylphenol